C(=S)(N1N=NC2=C1C=CC=C2)N2N=NC1=C2C=CC=C1 r-(thiocarbonyl)bis-1H-benzotriazole